N-{2-Chloro-4-[(5-chloro-thiophen-2-ylmethyl)-amino]-phenyl}-2-(4-methoxyphenyl)-acetamide ClC1=C(C=CC(=C1)NCC=1SC(=CC1)Cl)NC(CC1=CC=C(C=C1)OC)=O